FC(C(=O)O)(F)F.N1CCC2(CC1)[C@@H](C1=CC=CC=C1C2)CC(C)(S(=O)N)C ((S)-1,3-dihydrospiro[indene-2,4'-piperidin]-1-yl)-2-methylpropane-2-sulfinamide trifluoroacetate